ClC=1C(=NC(=NC1)NC1CCCCC1)C1=CC=C2CN(C(C2=C1)=O)CC(N1CC2=CC=CC=C2CC1)=O 6-[5-chloro-2-(cyclohexylamino)pyrimidin-4-yl]-2-[2-oxo-2-(1,2,3,4-tetrahydroisoquinolin-2-yl)ethyl]-2,3-dihydro-1H-isoindol-1-one